N-(6,6-dimethyl-5-((3S,8aS)-3-methyl-octahydropyrrolo[1,2-a]pyrazine-2-carbonyl)-1,4,5,6-tetrahydropyrrolo[3,4-c]pyrazol-3-yl)isoquinoline-3-carboxamide CC1(N(CC2=C1NN=C2NC(=O)C=2N=CC1=CC=CC=C1C2)C(=O)N2C[C@H]1N(C[C@@H]2C)CCC1)C